CN1C(C2(CCOCC2)C=2C1=CC=1C(=NN=C(C1C2)C)N[C@H](C)C2=CC(=CC=C2)C(CO)(F)F)=O 1,5-dimethyl-8-[[(1R)-1-[3-(1,1-difluoro-2-hydroxy-ethyl)phenyl]ethyl]amino]spiro[pyrrolo[2,3-g]phthalazine-3,4'-tetrahydropyran]-2-one